(2,2'-bipyridine) ruthenium bis(hexafluorophosphate) F[P-](F)(F)(F)(F)F.F[P-](F)(F)(F)(F)F.[Ru+2].N1=C(C=CC=C1)C1=NC=CC=C1